[Ru].C(C)(C)NC(C)=NC(C)C (N,N'-diisopropylacetamidine) ruthenium